3-[[2,2-dimethyl-6-[2-[(3R)-3-methylpiperazin-1-yl]pyrimidin-5-yl]-3-oxo-pyrrolo[2,3-b]pyridin-1-yl]methyl]pyridine-2-carbonitrile CC1(C(C=2C(=NC(=CC2)C=2C=NC(=NC2)N2C[C@H](NCC2)C)N1CC=1C(=NC=CC1)C#N)=O)C